n-methyl-5-(piperazin-1-yl)-7-(trifluoromethyl)thieno[3,2-b]pyridine-3-carboxamide CNC(=O)C1=CSC=2C1=NC(=CC2C(F)(F)F)N2CCNCC2